2-((3,5-dichloro-4-ethyl-6-(4-(2-hydroxyethyl)-1,4-diazepan-1-yl)pyridin-2-yl)sulfanyl)-2-phenylacetamide ClC=1C(=NC(=C(C1CC)Cl)N1CCN(CCC1)CCO)SC(C(=O)N)C1=CC=CC=C1